FC1=CC=C(C=C1)C=1N=CN(C1C=1SC=C(N1)C(=O)NC1=NC=C(C=C1)N1C[C@H]2CC[C@@H](C1)N2C)C(C)C 2-(4-(4-fluorophenyl)-1-isopropyl-1H-imidazol-5-yl)-N-(5-((1R,5S)-8-methyl-3,8-diazabicyclo[3.2.1]octan-3-yl)pyridin-2-yl)thiazole-4-carboxamide